N-(9,9-dimethyl-9H-fluoren-2-yl)-N-(1,1':4',1''-terphenyl-4-yl)-benzo[b]naphtho[1,2-d]furan-8-amine CC1(C2=CC=CC=C2C=2C=CC(=CC12)N(C=1C=CC=C2C1OC1=C2C=2C=CC=CC2C=C1)C1=CC=C(C=C1)C1=CC=C(C=C1)C1=CC=CC=C1)C